1H-indenedimethanol C1(C(=CC2=CC=CC=C12)CO)CO